C(C)C=C(C(=O)Cl)C ethyl-methacrylic acid chloride